N1=C(C=CC2=CC=CC=C12)C(=O)O quinolinylformic acid